C(C)(C)(C)OC(COC1=C(C=C(C(=C1)F)Br)C1=NOCC1OCC)=O 2-[4-bromo-5-fluoro-2-(4-ethoxy-4,5-dihydroisoxazol-3-yl)phenoxy]acetic acid tert-butyl ester